COC1=C(C=CC(=C1)OC)CNC1CCOCC1 N-[(2,4-dimethoxyphenyl)methyl]oxaN-4-amine